C(C)(=O)O.C(C)(=O)O.C1(C2=CC=C(C(=O)OCCO1)C=C2)=O ethylene terephthalate diacetate